8-bromo-2-(((2-(1-((tertbutyldimethylsilyl)oxy)ethyl)-6-chloropyrimidin-4-yl)oxy)methyl)-6-cyclopropylimidazo[1,2-a]pyridine BrC=1C=2N(C=C(C1)C1CC1)C=C(N2)COC2=NC(=NC(=C2)Cl)C(C)O[Si](C)(C)C(C)(C)C